(E)-3-(3,5-dichloro-4-(2-fluoro-4-hydroxy-3-isopropylbenzyl)phenyl)acrylic acid ClC=1C=C(C=C(C1CC1=C(C(=C(C=C1)O)C(C)C)F)Cl)/C=C/C(=O)O